C1(CCCC=2C3=CC=CC=C3CC12)[Ti](OC)(OC)OC 1,2,3,4-tetrahydrofluorenyl-trimethoxytitanium